((1r,4r)-4-(8-((2-cyclopropyl-5-ethoxy-4'-fluoro-[1,1'-biphenyl]-4-yl)methyl)-2-oxo-1-oxa-3,8-diazaspiro[4.5]decan-3-yl)cyclohexyl)phosphonic acid C1(CC1)C1=C(C=C(C(=C1)CN1CCC2(CN(C(O2)=O)C2CCC(CC2)P(O)(O)=O)CC1)OCC)C1=CC=C(C=C1)F